(S)-1-(2-(1-(5-phenoxypyridin-2-yl)imidazo[1,5-a]pyrazin-3-yl)pyrrolidin-1-yl)but-2-yn-1-one O(C1=CC=CC=C1)C=1C=CC(=NC1)C=1N=C(N2C1C=NC=C2)[C@H]2N(CCC2)C(C#CC)=O